C(#N)C1(CC1)NC(=O)[C@H]1N(C[C@@H](C1)S(=O)(=O)C1=C(C=C(C=C1)N1N=NN=C1)C(F)(F)F)C(=O)C1(CC1)C(F)(F)F (2S,4R)-4-(4-tetrazol-1-yl-2-trifluoromethyl-benzenesulfonyl)-1-(1-trifluoromethyl-cyclopropanecarbonyl)-pyrrolidine-2-carboxylic acid (1-cyano-cyclopropyl)-amide